1-((3-Methyl-1H-pyrazolo[3,4-b]pyridin-5-yl)methyl)-N-(3-((4-methylpiperazin-1-yl)methyl)-5-(trifluoromethyl)phenyl)indolin-6-carboxamid CC1=NNC2=NC=C(C=C21)CN2CCC1=CC=C(C=C21)C(=O)NC2=CC(=CC(=C2)C(F)(F)F)CN2CCN(CC2)C